3-(5'-bromo-4-methylenespiro[cyclohexane-1,3'-indoline]-1'-carbonyl)-N-(tert-butyl)benzenesulfonamide BrC=1C=C2C3(CN(C2=CC1)C(=O)C=1C=C(C=CC1)S(=O)(=O)NC(C)(C)C)CCC(CC3)=C